C(C)(C)(C)OC(=O)N[C@H](C(=O)C1C(C=2C=C3C(C(C(C3=CC2C1=O)=O)C([C@H](CC(C)C)NC(OC(C)(C)C)=O)=O)=O)=O)CC(C)C tert-butyl N-[(2S)-1-{6-[(2S)-2-{[(tert-butoxy)carbonyl]amino}-4-methylpentanoyl]-1,3,5,7-tetraoxo-1,2,3,5,6,7-hexahydro-s-indacen-2-yl}-4-methyl-1-oxopentan-2-yl]carbamate